4-(morpholine-4-carbonyl)quinolin N1(CCOCC1)C(=O)C1=CC=NC2=CC=CC=C12